[Si](C)(C)(C(C)(C)C)OC[C@H](NC(=O)C=1N=C(SC1)N1CCC(CC1)CNC(CCCCCCl)=O)C(=O)OC methyl O-(tert-butyldimethylsilyl)-N-(2-(4-((6-chlorohexanamido)methyl)piperidin-1-yl)thiazole-4-carbonyl)-L-serinate